NC=1C=C(C=CC1)S(=O)(=O)NC1=NC(=CC(=N1)OC1=C(C=CC=C1)C)C1=C(C=CC=C1)C 3-Amino-N-[4-(2-methylphenoxy)-6-(o-tolyl)pyrimidin-2-yl]benzenesulfonamide